1-Octyl-4-propylpyridinium methansulfonat CS(=O)(=O)[O-].C(CCCCCCC)[N+]1=CC=C(C=C1)CCC